FC(C1=NN=C(O1)C1=CC(=C(C=C1)CN1N=C(N=N1)C1=CC=C2C(=NC=NC2=C1)N)F)F 7-[2-[[4-[5-(difluoromethyl)-1,3,4-oxadiazol-2-yl]-2-fluorophenyl]methyl]tetrazol-5-yl]quinazolin-4-amine